NC1=C(SC2=NC(=CN=C21)C)C(=O)NCCC2=CC(=C(C=C2)N2CC1CCC(C2)N1C(=O)OC(C)(C)C)Cl tert-butyl 3-(4-(2-(7-amino-3-methylthieno[2,3-b]pyrazine-6-carboxamido)ethyl)-2-chlorophenyl)-3,8-diazabicyclo[3.2.1]octane-8-carboxylate